N-[1-[2-[[1-(difluoromethyl)-3-methyl-pyrazol-4-yl]amino]-5-fluoro-pyrimidin-4-yl]-3-methyl-indol-5-yl]prop-2-enamide FC(N1N=C(C(=C1)NC1=NC=C(C(=N1)N1C=C(C2=CC(=CC=C12)NC(C=C)=O)C)F)C)F